BrC1=NSC(=N1)N[C@@H]1[C@@H]2[C@H]([C@H](OC1)COCCOCCOCCOCCNC1=C(C=C(C=C1)[N+](=O)[O-])[N+](=O)[O-])OC(O2)(C)C 3-bromo-N-((3aR,4R,7S,7aR)-4-(13-((2,4-dinitrophenyl)amino)-2,5,8,11-tetraoxatridecyl)-2,2-dimethyltetrahydro-4H-[1,3]dioxolo[4,5-c]pyran-7-yl)-1,2,4-thiadiazol-5-amine